ClC(C)C 2-Chloro-propane